CC=1N=C2N(C(=CN=C2C)C)C1 2,5,8-trimethylimidazo[1,2-a]pyrazin